FC(C=1C=C(C=C(C1)C(F)(F)F)O)(F)F 3,5-bistrifluoromethyl-phenol